CC(C(=O)NC1=CC(=C(C=C1)[N+](=O)[O-])C(F)(F)F)C 2-methyl-N-(4-nitro-3-(trifluoromethyl)phenyl)propanamide